5-amino-1H-indazole-3-carbonitrile NC=1C=C2C(=NNC2=CC1)C#N